9-(4-(naphthalen-1-yl)phenyl)anthracene C1(=CC=CC2=CC=CC=C12)C1=CC=C(C=C1)C=1C2=CC=CC=C2C=C2C=CC=CC12